OC1=C(C=O)C(=CC=C1)OCC1N(CCSC1)C(C1=C(C=CC=C1)CO)=O 2-hydroxy-6-((4-(2-(hydroxymethyl)benzoyl)-thiomorpholin-3-yl)-methoxy)benzaldehyde